FC(C=1SC(=C(N1)C=1C(=C(C=CC1)NS(=O)(=O)C1=C(C=CC=C1F)F)F)C1=NC(=NC=C1)NC1CCN(CC1)S(=O)(=O)N1CCNCC1)F N-(3-(2-(difluoromethyl)-5-(2-((1-(piperazin-1-ylsulfonyl)piperidin-4-yl)amino)-pyrimidin-4-yl)thiazol-4-yl)-2-fluorophenyl)-2,6-difluorobenzenesulfonamide